3,6-di-tert-butyl-9-(3',3',4',7'-tetramethyl-2',3'-dihydrospiro[fluorene-9,1'-inden]-2-yl)-9H-carbazole C(C)(C)(C)C=1C=CC=2N(C3=CC=C(C=C3C2C1)C(C)(C)C)C1=CC2=C(C=C1)C1=CC=CC=C1C21CC(C2=C(C=CC(=C12)C)C)(C)C